1-{5-ethynyl-2-[(8-{[(1,1,1,3,3,3-hexafluoropropan-2-yl)oxy]carbonyl}-1,8-diazaspiro[4.5]decan-1-yl)methyl]phenyl}piperidine-4-carboxylic acid C(#C)C=1C=CC(=C(C1)N1CCC(CC1)C(=O)O)CN1CCCC12CCN(CC2)C(=O)OC(C(F)(F)F)C(F)(F)F